FC(C1=C(C=C(C=C1)C(F)(F)F)B(C1=CC(=CC(=C1)C(F)(F)F)C(F)(F)F)C1=CC(=CC(=C1)C(F)(F)F)C(F)(F)F)(F)F (2,5-bis(trifluoromethyl)phenyl)bis(3,5-bis(trifluoromethyl)phenyl)borane